[Li].C1(=CC=CC=C1)PC(C1=C(C=C(C=C1C)C)C)=O phenyl-2,4,6-trimethyl-benzoyl-phosphine lithium